OC=1C=C(C=CC1)C1C(=C(NC=2CC(CC(C12)=O)C1=C(C=CC=C1)OC)C)C(=O)OCC ethyl 4-(3-hydroxyphenyl)-7-(2-methoxyphenyl)-2-methyl-5-oxo-1,4,5,6,7,8-hexahydroquinoline-3-carboxylate